2-(10-((2R,3S,4R,5R,6R)-4,5-bis(benzyloxy)-6-((benzyloxy)methyl)-3-nitrotetrahydro-2H-pyran-2-yl)dec-9-yn-1-yl)isoindoline-1,3-dione C(C1=CC=CC=C1)O[C@@H]1[C@H]([C@H](O[C@@H]([C@@H]1OCC1=CC=CC=C1)COCC1=CC=CC=C1)C#CCCCCCCCCN1C(C2=CC=CC=C2C1=O)=O)[N+](=O)[O-]